C(C)(C)C1CCC(CC1)N(C(C1=CC(C(=O)N)=CC(=C1)NC(=O)C1CCC(CC1)C(C)(C)C)=O)C1CCC(CC1)C(C)C N,N-bis(4-isopropylcyclohexyl)-5-(4-tert-butylcyclohexylcarbonylamino)-isophthalamide